ClC1=NN(C(=C1)C(=O)C=1C=NN(C1)CC)C1=C(C=C(C=C1)F)CO (3-chloro-1-(4-fluoro-2-(hydroxymethyl)phenyl)-1H-pyrazol-5-yl)(1-ethyl-1H-pyrazol-4-yl)methanone